D-Fructose-13C6 O[13CH2][13C](=O)[13C@@H](O)[13C@H](O)[13C@H](O)[13CH2]O